C(C)N1C[C@@H](CCC1)NC=1C=2N(C(=NN1)C1=C(C=C(C=C1)C(F)(F)F)O)C=CN2 2-[8-[[(3R)-1-ethyl-3-piperidyl]amino]imidazo[1,2-d][1,2,4]triazin-5-yl]-5-(trifluoromethyl)phenol